OC(CCCCCCCCCCC(=O)OCC(OC(CCCCCCCCCCC(CCCCCC)O)=O)COC(CCCCCCCCCCC(CCCCCC)O)=O)CCCCCC glycerol tri(12-hydroxystearate)